1-phenyl-3-(pyrazol-4-yl)prop-2-en-1-one C1(=CC=CC=C1)C(C=CC=1C=NNC1)=O